N-{(4aR,6R)-2-[6-(difluoromethoxy)-4-(2,4,6-trifluorophenyl)-1,2-benzoxazol-3-yl]-5,5-difluoro-1-oxooctahydropyrrolo[1,2-c]pyrimidin-6-yl}cyclopropanesulfonamide FC(OC1=CC2=C(C(=NO2)N2C(N3[C@H](CC2)C([C@@H](C3)NS(=O)(=O)C3CC3)(F)F)=O)C(=C1)C1=C(C=C(C=C1F)F)F)F